IC=1C=CC(=NC1)N1C[C@H](CCC1)N(C(OC(C)(C)C)=O)C Tert-butyl (S)-(1-(5-iodopyridin-2-yl)piperidin-3-yl)(methyl)carbamate